N1CC(C1)NC=1C=CC(=C(C(=O)N[C@H](C)C2=CC(=CC=C2)C=2SC(=C(C2)C)CNC2CCCC2)C1)C (R)-5-(azetidin-3-ylamino)-N-(1-(3-(5-((cyclopentylamino)methyl)-4-methylthiophen-2-yl)phenyl)ethyl)-2-methylbenzamide